3-(5-(4-((4'-chloro-[1,1'-biphenyl]-2-yl)methyl)-2-(trifluoromethyl)piperazine-1-carbonyl)-1-oxoisoindolin-2-yl)piperidine-2,6-dione ClC1=CC=C(C=C1)C1=C(C=CC=C1)CN1CC(N(CC1)C(=O)C=1C=C2CN(C(C2=CC1)=O)C1C(NC(CC1)=O)=O)C(F)(F)F